[N+](=O)([O-])C1=CC=CC2=C1NC(=N2)C2=C(C=CC=C2)O 2-(7-nitro-1H-benzimidazol-2-yl)phenol